COC(\C(=C\OC)\C1=C(C=CC=C1)CSC(=NC1=CC=C(C=C1)OC)C1CC1)=O Methyl-(2E)-2-{2-[({cyclopropyl[(4-methoxyphenyl)imino]methyl} sulfanyl)methyl]phenyl}-3-methoxyprop-2-enoat